N(=[N+]=[N-])[C@@H]1C[C@H](CC[C@H]1O)C(=O)N(C)C (1S,3R,4R)-3-azido-4-hydroxy-N,N-dimethylcyclohexane-1-carboxamide